1-(3-(3-bromo-6-chloro-5-methoxy-1-methyl-1H-pyrrolo[3,2-b]pyridin-2-yl)-1H-1,2,4-triazol-5-yl)-2-methoxy-N,N-dimethylethan-1-amine BrC1=C(N(C=2C1=NC(=C(C2)Cl)OC)C)C2=NNC(=N2)C(COC)N(C)C